CCOC(=O)COC1=C(C=C(C=C1C(C)(C)C)C1=CC(=C(C(=C1)C(C)(C)C)OCC(=O)OCC)C)C 4,4'-bis(2-ethoxycarbonylmethoxy)-3,3'-dimethyl-5,5'-di-t-butyl-biphenyl